[K+].C(C(=C)C)(=O)NCCS(=O)(=O)[O-] 2-methacrylamidoethanesulfonic acid, potassium salt